2-chloro-2-fluoro-3-((1-((6-formyl-2-methoxypyridin-3-yl)methyl)-6-oxo-4-(1,1,2,2-tetrafluoroethyl)-1,6-dihydropyrimidin-5-yl)oxy)benzonitrile ClC1(C(C#N)C=CC=C1OC1=C(N=CN(C1=O)CC=1C(=NC(=CC1)C=O)OC)C(C(F)F)(F)F)F